FC1(C2(CN(C2)C2=CC(=NC(=N2)C=2C=NN(C2)C)NC2=NC=CC(=C2)OC)CCNC1)F 6-(5,5-difluoro-2,7-diazaspiro[3.5]nonan-2-yl)-N-(4-methoxypyridin-2-yl)-2-(1-methyl-1H-pyrazol-4-yl)pyrimidin-4-amine